2-(6'-Bromo-1',3'-dioxo-spiro[cyclopropane-1,4'-isoquinoline]-2'-yl)-N-(5-fluoropyrimidin-2-yl)acetamide BrC=1C=C2C3(C(N(C(C2=CC1)=O)CC(=O)NC1=NC=C(C=N1)F)=O)CC3